4-acetamido-3-chloro-N-[2-(diethylamino)ethyl]-benzamide C(C)(=O)NC1=C(C=C(C(=O)NCCN(CC)CC)C=C1)Cl